FC1(CCC(CC1)C1=NC=CC(=N1)CO)F (2-(4,4-difluorocyclohexyl)pyrimidin-4-yl)methanol